OC1=C(NC2=CC=CC=C12)O DIHYDROXY-INDOL